1-(2-aminoethyl)-1-(1-(4-fluorophenyl)ethyl)-3-(isoquinolin-5-yl)urea hydrochloride Cl.NCCN(C(=O)NC1=C2C=CN=CC2=CC=C1)C(C)C1=CC=C(C=C1)F